NC1=NN2C(C=C(C=C2)C=2C=C3C(=CN(C3=CC2)C)C(=O)N[C@@H](C)C2=CC=C(C=C2)Cl)=N1 (S)-5-(2-amino-[1,2,4]triazolo[1,5-a]pyridin-7-yl)-N-(1-(4-chlorophenyl)ethyl)-1-methyl-1H-indole-3-carboxamide